C(C(=C)C)(=O)OCCNCCCC[C@H](N)C(=O)O N6-(2-(methacryloyloxy)ethyl)-L-lysine